(8-Cyclopentyl-3,8-diazabicyclo[3.2.1]octan-3-yl)(4-((4-(1-ethyl-3-(pyridin-3-yl)-1H-pyrazol-4-yl)pyrimidin-2-yl)amino)phenyl)methanone C1(CCCC1)N1C2CN(CC1CC2)C(=O)C2=CC=C(C=C2)NC2=NC=CC(=N2)C=2C(=NN(C2)CC)C=2C=NC=CC2